1H-imidazol-5-amine N1C=NC=C1N